2-(4-{[(3r,5r)-5-fluoro-1-methylpiperidin-3-yl]amino}phthalazin-1-yl)-5-(trifluoromethyl)phenol F[C@@H]1C[C@H](CN(C1)C)NC1=NN=C(C2=CC=CC=C12)C1=C(C=C(C=C1)C(F)(F)F)O